3-bromo-1-(3,4-dimethoxyphenyl)-1H-pyrazole BrC1=NN(C=C1)C1=CC(=C(C=C1)OC)OC